1-(2-fluoro-6-methoxyphenyl)-2-oxo-1,2-dihydropyridine-3-carboxylic acid methyl ester COC(=O)C=1C(N(C=CC1)C1=C(C=CC=C1OC)F)=O